N(=[N+]=[N-])C1C(NC(CC1)=O)=O 3-azidopiperidine-2,6-dione